(1-(5-(2,2,2-trifluoro-1-(oxetan-3-yl)ethyl)pyridin-2-yl)-1H-pyrazol-4-yl)-3H-imidazo[4,5-b]pyridine FC(C(C1COC1)C=1C=CC(=NC1)N1N=CC(=C1)C1=NC=2C(=NC=CC2)N1)(F)F